vanadium-tungsten-cerium [Ce].[W].[V]